BrC=1C=C(C2=C(NC(=N2)NC(OC(C)(C)C)=O)C1)C(NC1CCN(CC1)C)=O 1,1-di(methyl)ethyl N-[6-bromanyl-4-[(1-methyl-4-piperidyl) carbamoyl]-1H-benzimidazol-2-yl]carbamate